2-(1-(4-amino-3-(4-methoxy-3-methylphenyl)-1H-pyrazolo[3,4-d]pyrimidin-1-yl)ethyl)-3-cyclobutyl-5-fluoroquinazolin-4(3H)-one NC1=C2C(=NC=N1)N(N=C2C2=CC(=C(C=C2)OC)C)C(C)C2=NC1=CC=CC(=C1C(N2C2CCC2)=O)F